COC1=CC=C(C(C2=CC=C(C=C2)OC)(C2=CC=CC=C2)OC[C@@H]2[C@H]([C@H]([C@@H](O2)N2C=NC=3C(=O)NC(NC(C(C)C)=O)=NC23)O)O[Si](C)(C)C(C)(C)C)C=C1 5'-O-(4,4'-Dimethoxytrityl)-3'-O-tert-butyldimethylsilyl-N2-isobutyrylguanosine